C1(=CC=CC=C1)C=1C=CC(=NC1)CN1C=CC2=CC=CC(=C12)C(=O)O 1-((5-phenylpyridin-2-yl)methyl)-1H-indole-7-carboxylic acid